COC1=CC=CC(=N1)OC=1C=CC(=NC1)C(C(=O)N)C (5-((6-methoxypyridin-2-yl)oxy)pyridin-2-yl)propanamide